6-azidohexane N(=[N+]=[N-])CCCCCC